3-[1-methyl-6-[4-(4-piperidyloxy)-1-piperidyl]indazol-3-yl]piperidine CN1N=C(C2=CC=C(C=C12)N1CCC(CC1)OC1CCNCC1)C1CNCCC1